ClC1=C(C=CC(=C1)Cl)C(C(C)NC(=O)C=1C(=NN(C1)C)C(F)F)OC N-[1-(2,4-dichlorophenyl)-1-methoxypropan-2-yl]-3-(difluoromethyl)-1-methyl-1H-pyrazole-4-carboxamide